[N+](=O)([O-])C1=CC=C(C=C1)S(=O)(=O)NCCNC(OC(C)(C)C)=O tert-Butyl N-[2-[(4-nitrophenyl)sulfonylamino]ethyl]carbamate